CN(C1(CCC2(CN(C(N2)=O)C2=C3C=CNC3=CC=C2)CC1)C1=CC=CC=C1)C cis-8-dimethylamino-3-(1H-indol-4-yl)-8-phenyl-1,3-diazaspiro[4.5]decan-2-one